lauryl ether sulfate S(=O)(=O)(O)O.C(CCCCCCCCCCC)OCCCCCCCCCCCC